ClC1=NC=C(C(=O)NC([2H])([2H])[2H])C(=C1)NC1=NN(C2=CC=C(C(=C12)OC)[C@@H](C(F)(F)F)OC)C (S)-6-chloro-4-((4-methoxy-1-methyl-5-(2,2,2-trifluoro-1-methoxyethyl)-1H-indazol-3-yl)amino)-N-(methyl-d3)nicotinamide